CC1=C(C(=C(C1([Hf]C1(C=CC2=CC=3CCCC3C=C12)CC(C)(C)C)C)C)C)C pentamethylcyclopentadienyl-(1-neopentyl-1,5,6,7-tetrahydro-s-indacenyl)hafnium